6,8-difluoro-5-(4-fluoro-2-methoxy-5-nitrophenoxymethyl)quinoxaline FC=1C(=C2N=CC=NC2=C(C1)F)COC1=C(C=C(C(=C1)[N+](=O)[O-])F)OC